ClC1=C(C(=C2C=NNC2=C1)C1=C(C=C2C(=NC(=NC2=C1F)OC[C@]12CCCN2C[C@@H](C1)F)N1C[C@@](CCC1)(O)CF)F)\C=C/C (3R)-1-(7-(6-Chloro-5-((Z)-prop-1-en-1-yl)-1H-indazol-4-yl)-6,8-difluoro-2-(((2R,7aS)-2-fluorotetrahydro-1H-pyrrolizin-7a(5H)-yl)methoxy)quinazolin-4-yl)-3-(fluoromethyl)piperidin-3-ol